ClC1=CC(=CC=2[C@H]3N(C[C@@H](OC21)C3)C(C(C(F)F)(C)C)=O)F 1-((2S,5S)-9-chloro-7-fluoro-2,3-dihydro-2,5-methanobenzo[f][1,4]oxazepin-4(5H)-yl)-3,3-difluoro-2,2-dimethylpropan-1-one